Triethylenetetramine trihydrochloride Cl.Cl.Cl.NCCNCCNCCN